(S)-2-allyl-6-((4-((2-hydroxy-1-phenylethyl)amino)-5-(3-(quinuclidin-4-yl)-1,2,4-oxadiazol-5-yl)pyrimidin-2-yl)amino)-1-methyl-1,2-dihydro-3H-indazol-3-one C(C=C)N1N(C2=CC(=CC=C2C1=O)NC1=NC=C(C(=N1)N[C@H](CO)C1=CC=CC=C1)C1=NC(=NO1)C12CCN(CC1)CC2)C